C(C)(C)(C1=CC=CC=C1)S(=O)(=O)OC methyl cumyl-sulfonate